CN(C1CC(C1)NC(C1=CC(=CC(=C1)C(F)(F)F)NC(CC1=C(C=C(C=C1)C1=CNC(C=C1OCC)=O)F)=O)=O)C N-(3-(dimethylamino)cyclobutyl)-3-(2-(4-(4-ethoxy-6-oxo-1,6-dihydropyridin-3-yl)-2-fluorophenyl)acetamido)-5-(trifluoromethyl)benzamide